4-azido-1-(3-chloro-10,11-dihydro-5H-dibenzo[b,f]azepin-5-yl)butan-1-one N(=[N+]=[N-])CCCC(=O)N1C2=C(CCC3=C1C=CC=C3)C=CC(=C2)Cl